N[C@@H]1CN(CC[C@H]1F)C1=NC2=C(N1CC1=CC=C(C=N1)C#N)C=C(C(=C2)Cl)C(F)(F)F 6-((2-((3R,4R)-3-amino-4-fluoro-1-piperidinyl)-5-chloro-6-(trifluoromethyl)-1H-benzimidazol-1-yl)methyl)-3-pyridinecarbonitrile